C(CCCCCCCC)(=O)OC=1C(C2=CC=CC=C2C(C1C1CCC(CC1)C1=CC=C(C=C1)Cl)=O)=O 3-((1r,4r)-4-(4-chlorophenyl)cyclohexyl)-1,4-dioxo-1,4-dihydronaphthalen-2-yl nonanoate